COC1CCC(CC1)OC1=NC=CC(=C1)C=1C(=C2CCCC2=CC1)NC(=O)NS(=O)(=O)C1=NN(C=C1)CC(C)(C)B(O)O (1-(3-(N-((5-(2-(((1s,4s)-4-methoxycyclohexyl)oxy)pyridin-4-yl)-2,3-dihydro-1H-inden-4-yl)carbamoyl)sulfamoyl)-1H-pyrazol-1-yl)-2-methylpropan-2-yl)boronic acid